methyl 4-(isopropylcarbamoyloxy)bicyclo[2.2.2]octane-1-carboxylate C(C)(C)NC(=O)OC12CCC(CC1)(CC2)C(=O)OC